C(C)N1C(=NN(C1=O)C=1N(C(C2=CC=CC=C2C1C(=C)C)=O)C1=C(C=CC=C1)C(F)(F)F)CO (4-Ethyl-3-(hydroxymethyl)-5-oxo-4,5-dihydro-1H-1,2,4-triazol-1-yl)-4-(prop-1-en-2-yl)-2-(2-(trifluoromethyl)phenyl)isoquinolin-1(2H)-one